CC=1C2=C(SC1)C(=CC=C2)Cl 3-methyl-7-chlorobenzo(b)thiophene